(R)-N-(1-(4-(3-(2-Methylpyrrolidin-1-yl)-4-(trifluoromethyl)benzyl)piperazine-1-carbonyl)-1H-pyrazol-3-yl)methanesulfonamide C[C@H]1N(CCC1)C=1C=C(CN2CCN(CC2)C(=O)N2N=C(C=C2)NS(=O)(=O)C)C=CC1C(F)(F)F